C(C)(C)OC1=CC=C(C=C1)C=1OC2=C(C1)C=CC=C2 2-(4-isopropoxyphenyl)benzofuran